1-(difluoromethoxy)-4-iodo-benzene FC(OC1=CC=C(C=C1)I)F